1-{3-methoxy-4-[(3-{4-[(1-methylpiperidin-4-yl)amino]-1-(2,2,2-trifluoroethyl)-1H-indol-2-yl}prop-2-yn-1-yl)amino]benzoyl}piperidin-4-ol COC=1C=C(C(=O)N2CCC(CC2)O)C=CC1NCC#CC=1N(C2=CC=CC(=C2C1)NC1CCN(CC1)C)CC(F)(F)F